N[C@]1(CCCC2=C(C=CC=C12)F)CO (S)-(1-amino-5-fluoro-1,2,3,4-tetrahydronaphthalen-1-yl)methanol